[Al].[Fe].[Ti].[V] vanadium-titanium-iron-aluminum